N-((4,4-difluorocyclohexyl)methyl)-5-(2-methylimidazo[1,2-b]pyridazin-6-yl)-7H-pyrrolo[2,3-d]pyrimidin-2-amine FC1(CCC(CC1)CNC=1N=CC2=C(N1)NC=C2C=2C=CC=1N(N2)C=C(N1)C)F